(Boc)lysine C(=O)(OC(C)(C)C)N[C@@H](CCCCN)C(=O)O